C(C1=CC=CC=C1)OC1=CC2=C(N(C=N2)CC2=CC=C(C=C2)Cl)C=C1 5-(Benzyloxy)-1-(4-Chlorobenzyl)-1H-Benzo[d]imidazole